C1=CC=C2C(=C1)NC(=N2)C3=CC=CO3 The molecule is a ring assembly consisting of benzimidazole substituted at position 2 by a 2-furyl group. A fungicide used as a seed treatment to control Fusarium spp. in cereals. It has a role as an antifungal agrochemical. It is a member of benzimidazoles, a member of furans and a benzimidazole fungicide.